Tert-Butyl 4-(N-(5,6-dichloro-3-nitropyridin-2-yl)-2-ethoxy-2-oxoacetamido)piperidine-1-carboxylate ClC=1C=C(C(=NC1Cl)N(C(C(=O)OCC)=O)C1CCN(CC1)C(=O)OC(C)(C)C)[N+](=O)[O-]